ethyl (S)-3-(biphenyl-3-yl)-3-(3-(1-ethyl-4-hydroxy-5-methyl-2-oxo-1,2-dihydropyridin-3-yl) ureido)propanoate C1(=CC(=CC=C1)[C@H](CC(=O)OCC)NC(=O)NC=1C(N(C=C(C1O)C)CC)=O)C1=CC=CC=C1